[Br-].CC=1N=C(SC1C)C1=C(C=CC=C1)[N+]=1NN=NC1C1=CC=CC=C1 [4,5-dimethylthiazol-2-yl]diphenyltetrazolium bromide